Cl.ClC=1C(=C(C=CC1F)NCC=1C=NC(=CC1)C(C)(F)F)F (3-chloro-2,4-difluorophenyl)(6-(1,1-difluoroethyl)-pyridin-3-yl)methylamine hydrochloride